3,7,11-trimethyldodecen-3-ol CC(C=C)(CCCC(CCCC(C)C)C)O